C1(CCCC1)C1=NC2=NC=NC(=C2N1)C(=O)NCC=1C=C(C=C(C1)F)C=1C=NN(C1)C=1C=C(C(=O)O)C=CC1 3-(4-(3-((8-cyclopentyl-7H-purine-6-carboxamido)methyl)-5-fluorophenyl)-1H-pyrazol-1-yl)benzoic acid